copper-iron-lead sulphide [Pb]=S.[Fe].[Cu]